[(4-(difluoromethoxy)-2-fluorophenyl)(2-fluorophenyl)hydroxymethyl]-1-ethyl-N-(1-ethyl-1H-1,2,4-triazol-3-yl)-5-methoxy-1H-imidazo[4,5-b]pyridine-6-carboxamide FC(OC1=CC(=C(C=C1)C(O)(C1=C(C=CC=C1)F)C=1N(C=2C(=NC(=C(C2)C(=O)NC2=NN(C=N2)CC)OC)N1)CC)F)F